1-(6-(azetidin-1-yl)-9-(2-(chloromethyl)phenyl)-3H-xanthen-3-ylidene)azetidin-1-ium chloride [Cl-].N1(CCC1)C=1C=C2OC3=CC(C=CC3=C(C2=CC1)C1=C(C=CC=C1)CCl)=[N+]1CCC1